6-iodo-4-methyl-2-(tetrahydropyran-4-ylmethyl)-7,8-dihydro-6H-pyrazolo[1,5-a][1,3]diazepin-5-one IC1C(N(C=2N(CC1)N=C(C2)CC2CCOCC2)C)=O